Benzyl ((S)-1-(((S)-1-(2-((tert-butyldimethylsilyl)oxy)-5-methylphenyl)-3-oxopropan-2-yl)amino)-1-oxo-3-phenylpropan-2-yl)carbamate [Si](C)(C)(C(C)(C)C)OC1=C(C=C(C=C1)C)C[C@@H](C=O)NC([C@H](CC1=CC=CC=C1)NC(OCC1=CC=CC=C1)=O)=O